5-morpholinopyrazine O1CCN(CC1)C=1N=CC=NC1